(R)-3-((1-(3-(4-acetylpiperazin-1-yl)-2-cyano-7-methylquinoxalin-5-yl)ethyl)amino)-6-chloropicolinic acid C(C)(=O)N1CCN(CC1)C=1C(=NC2=CC(=CC(=C2N1)[C@@H](C)NC=1C(=NC(=CC1)Cl)C(=O)O)C)C#N